tert-Butyl 2-(dimethoxymethyl)benzyl(methyl)carbamate COC(C1=C(CN(C(OC(C)(C)C)=O)C)C=CC=C1)OC